2,2'-Azobis[N-(2-carboxyethyl)-2-methyl-propionamidine] tetrahydrate O.O.O.O.N(=NC(C(=N)NCCC(=O)O)(C)C)C(C(=N)NCCC(=O)O)(C)C